(hydroxysulfamoyl)thiophene ONS(=O)(=O)C=1SC=CC1